6-Chloro-N-methoxy-4-((2-methoxy-3-(1-methyl-1H-1,2,4-triazol-3-yl)phenyl)amino)-N,2-dimethyl-nicotinamide ClC1=NC(=C(C(=O)N(C)OC)C(=C1)NC1=C(C(=CC=C1)C1=NN(C=N1)C)OC)C